butyl (2S,4S)-2-methyl-4-((methylsulfonyl)oxy)pyrrolidine-1-carboxylate C[C@@H]1N(C[C@H](C1)OS(=O)(=O)C)C(=O)OCCCC